FC=1C=C(CC=2C=C3C(=NNC3=CC2)NC(C2=C(C=CC=C2)NC2CCOCC2)=O)C=C(C1)F N-(5-(3,5-difluorobenzyl)-1H-indazol-3-yl)-2-((tetrahydro-2H-pyran-4-yl)amino)benzamide